2-(2-tert-butoxycarbonylamino-ethoxy)-ethylmethanesulfonate C(C)(C)(C)OC(=O)NCCOCCCS(=O)(=O)[O-]